O[C@@H]1C[C@H](C1)N1N=C(C=C1)C(=O)N(C)C 1-(trans-3-hydroxycyclobutyl)-N,N-dimethyl-1H-pyrazole-3-carboxamide